C(#N)C1=CC(=C(C=C1)C1=NC=C(C=N1)CN(C(OC(C)(C)C)=O)C(=O)OC(C)(C)C)OC=1N(N=C(C1)C1=NC=CN=C1)C tert-Butyl N-[[2-[4-cyano-2-(2-methyl-5-pyrazin-2-ylpyrazol-3-yl)oxyphenyl]pyrimidin-5-yl]methyl]-N-[(2-methylpropan-2-yl)oxycarbonyl]carbamate